BrC1=CC(=C(C(=O)C(C(=O)OCC)C(=O)OCC)C=C1)[N+](=O)[O-] diethyl 2-(4-bromo-2-nitrobenzoyl)malonate